1,5-bis(epoxypropoxypropyl)-3-phenyl-1,1,3,5,5-pentamethyltrisiloxane C(CC)OC1C(C[Si](O[Si](O[Si](C)(C)CC2C(O2)OCCC)(C)C2=CC=CC=C2)(C)C)O1